N-(S)-PENT-4-EN-2-YL-SULFURIC DIAMIDE CC(CC=C)NS(N)(=O)=O